C(C)P1(C(C(C(C1)(C)C)C)(C)C)=O 1-ethyl-2,2,3,4,4-pentamethylphospholane-1-oxide